ethyl 2-(4-chloro-7-fluoro-6-(1-methyl-2-oxo-1,2,3,4-tetrahydroquinolin-6-yl)-2H-indazol-2-yl)-2-(6,7-dihydro-5H-pyrrolo[1,2-c]imidazol-1-yl)acetate ClC=1C2=CN(N=C2C(=C(C1)C=1C=C2CCC(N(C2=CC1)C)=O)F)C(C(=O)OCC)C1=C2N(C=N1)CCC2